potassium (2,2-difluorocyclopropyl)trifluoroboranuide FC1(C(C1)[B-](F)(F)F)F.[K+]